C(C)(C)(C)OC(N(C)CCOCC1=CC(=CC(=C1)C#C[Si](C)(C)C)F)=O (2-((3-fluoro-5-((trimethylsilyl)ethynyl)benzyl)oxy)ethyl)(methyl)carbamic acid tert-butyl ester